(4-morpholino-6-(3-(m-tolyl)-pyrazol-1-yl)pyrimidin-2-yl)oxy-1-phenylethan-1-one O1CCN(CC1)C1=NC(=NC(=C1)N1N=C(C=C1)C=1C=C(C=CC1)C)OCC(=O)C1=CC=CC=C1